(3R,4S)-4-allyl-1-(((benzyloxy)carbonyl)-L-alanyl)-3-((tert-butoxycarbonyl)amino)pyrrolidine-3-carboxylic acid 4-methoxybenzyl ester COC1=CC=C(COC(=O)[C@@]2(CN(C[C@@H]2CC=C)C([C@@H](NC(=O)OCC2=CC=CC=C2)C)=O)NC(=O)OC(C)(C)C)C=C1